[Cl-].[Cl-].C(CC)C1(C=CC=C1)[Zr+2]C1(C(=C(C(=C1C)C)C)C)C (n-Propylcyclopentadienyl)(pentamethylcyclopentadienyl)zirconium dichlorid